3-chloro-2-(3-chloropropoxy)-5-[1-methyl-1-[4-[(2-methylsulfonylpyrimidin-4-yl)methoxy]phenyl]ethyl]benzonitrile ClC=1C(=C(C#N)C=C(C1)C(C)(C1=CC=C(C=C1)OCC1=NC(=NC=C1)S(=O)(=O)C)C)OCCCCl